dioctadecyl-methyl-allyl-ammonium chloride [Cl-].C(CCCCCCCCCCCCCCCCC)[N+](CC=C)(C)CCCCCCCCCCCCCCCCCC